O=C(C(C)C(C(=O)OCC)C(=O)OCC)C=1C=C2CCC(NC2=CC1)=O diethyl 2-(1-oxo-1-(2-oxo-1,2,3,4-tetrahydroquinolin-6-yl)propan-2-yl)malonate